N-((R)-1-(3-(difluoromethyl)-2-fluorophenyl)ethyl)-1-(1-(difluoromethyl)cyclopropyl)-4-(((7S,8aR)-octahydroindolizin-7-yl)amino)-6-oxo-1,6-dihydropyridine-3-carboxamide FC(C=1C(=C(C=CC1)[C@@H](C)NC(=O)C1=CN(C(C=C1N[C@H]1CCN2CCC[C@@H]2C1)=O)C1(CC1)C(F)F)F)F